methyl-5H,6H,7H,8H-imidazo[1,5-a]pyrazin CC=1N=CN2C1CNCC2